Cl.NCCCC1=C(C=CC(=C1)F)N1CN(C(C2=C1C=NC(=C2)C(F)(F)F)=O)C=2C(=NC(=CC2)OC)Br 1-(2-(3-aminopropyl)-4-fluorophenyl)-3-(2-bromo-6-methoxypyridin-3-yl)-6-(trifluoromethyl)-2,3-dihydropyrido[3,4-d]pyrimidin-4(1H)-one, hydrochloride